dodecylsuccinic acid C(CCCCCCCCCCC)C(C(=O)O)CC(=O)O